30-hydroxytriacontyl palmitoleate C(CCCCCCC\C=C/CCCCCC)(=O)OCCCCCCCCCCCCCCCCCCCCCCCCCCCCCCO